ClC=1C(=C2C(=NC1C)CN(C2)C(=O)[C@H]2CN(CC2)C=2C=NC=NC2)C (3-chloro-2,4-dimethyl-5,7-dihydropyrrolo[3,4-b]pyridin-6-yl)-[(3R)-1-pyrimidin-5-ylpyrrolidin-3-yl]methanone